BrC1=C(OCC(C(=O)[O-])(C)C)C(=CC(=C1)C1=NNC(CC1C)=O)Cl 3-[2-bromo-6-chloro-4-(4-methyl-6-oxo-4,5-dihydro-1H-pyridazin-3-yl)phenoxy]-2,2-dimethylpropionate